CC(C(=O)O)NCC(=O)O Methyl-IminoDiAcetic Acid